N-(3,5-difluorophenyl)-2-(4,4-difluoropiperidin-1-yl)-6-methoxy-7-(3-(pyrrolidin-1-yl)prop-1-yn-1-yl)quinazolin-4-amine FC=1C=C(C=C(C1)F)NC1=NC(=NC2=CC(=C(C=C12)OC)C#CCN1CCCC1)N1CCC(CC1)(F)F